OC[C@](C(=O)OC[2H])(C)NC1=C2C(=NC=C1[N+](=O)[O-])N(C=C2)S(=O)(=O)C2=CC=CC=C2 Deuteromethyl (S)-2-(hydroxymethyl)-2-((5-nitro-1-(phenylsulfonyl)-1H-pyrrolo[2,3-b]pyridin-4-yl)amino)propanoate